CO[Si](CCCN1C=NCC1)(OC)OC 1-[3-(trimethoxysilyl)propyl]-4,5-dihydroimidazole